BrC1=NNC2=NC=C(C=C21)F 3-bromo-5-fluoro-1H-pyrazolo[3,4-b]pyridine